N-(4-fluorophenyl)-N-methylazetidine-2-carboxamide FC1=CC=C(C=C1)N(C(=O)C1NCC1)C